NC1=NC=C(C=C1C#N)C1=CNC2=NC=CC(=C21)N2CCCCC2 2-amino-5-[4-(1-piperidyl)-1H-pyrrolo[2,3-b]pyridin-3-yl]pyridine-3-carbonitrile